2-(2-(1-benzhydryl-azetidin-3-ylidene)pentyl)isoindoline-1,3-dione C(C1=CC=CC=C1)(C1=CC=CC=C1)N1CC(C1)=C(CN1C(C2=CC=CC=C2C1=O)=O)CCC